N=1N(N=CC1)C1CC(C1)C(CC#N)=O 3-(3-(2H-1,2,3-triazol-2-yl)cyclobutyl)-3-oxopropanenitrile